1,5-dibromo-9,10-dihydro-9,10-ethano-anthracene-11,12-dione BrC1=CC=CC=2C3C4=C(C=CC=C4C(C12)C(C3=O)=O)Br